CS(=O)(=O)C1=CC=C(C=C1)NCC1=NN=C(O1)C=1N(C=2C=CC=C(C2C1)NC1CCN(CC1)C)CC(F)(F)F 2-(5-{[(4-methanesulfonyl-phenyl)amino]methyl}-1,3,4-oxadiazol-2-yl)-N-(1-methylpiperidin-4-yl)-1-(2,2,2-trifluoroethyl)-1H-indol-4-amine